NC1=NN(C=C1C(=O)OCC)[C@H]1COCC[C@@H]1C#N Ethyl 3-amino-1-[(3R,4S)-4-cyanotetrahydropyran-3-yl]pyrazole-4-carboxylate